C(C1=CC=CC=C1)C=1C(=CNC1)S(=O)(=O)NC1=NC(=C(C(=N1)OC)OCC(F)F)OC 4-benzyl-N-[5-(2,2-difluoroethoxy)-4,6-dimethoxy-pyrimidin-2-yl]-1H-pyrrole-3-sulfonamide